tert-butyl (2S)-2-(methanesulfonamidomethyl)morpholine-4-carboxylate CS(=O)(=O)NC[C@@H]1CN(CCO1)C(=O)OC(C)(C)C